4-Butyrylresorcinol C(CCC)(=O)C1=C(C=C(O)C=C1)O